ClC1=C(C=C(C(=O)O)C=C1F)F 4-chloro-3,5-difluorobenzoic acid